N-(4-{[6-(5-Chloro-2-Fluorophenyl)-3-(Trifluoromethyl)Pyridazin-4-yl]Amino}Pyridin-2-yl)-3-[4-(2-Hydroxyethyl)Piperazin-1-yl]Propanamid ClC=1C=CC(=C(C1)C1=CC(=C(N=N1)C(F)(F)F)NC1=CC(=NC=C1)NC(CCN1CCN(CC1)CCO)=O)F